4-((2-(dimethylphosphoryl)-4-(2-(methylamino)pyrimidin-4-yl)phenyl)amino)-5-(trifluoromethyl)pyrimidine CP(=O)(C)C1=C(C=CC(=C1)C1=NC(=NC=C1)NC)NC1=NC=NC=C1C(F)(F)F